2-[2-fluoro-6-(propan-2-ylamino)pyridin-3-yl]-N-[(3S)-2-oxo-5-phenyl-1,3-dihydro-1,4-benzodiazepine-3-Yl]pyrazolo[1,5-a]pyrimidine-3-carboxamide FC1=NC(=CC=C1C1=NN2C(N=CC=C2)=C1C(=O)N[C@@H]1C(NC2=C(C(=N1)C1=CC=CC=C1)C=CC=C2)=O)NC(C)C